3,4-difluoro-benzenesulfonyl chloride FC=1C=C(C=CC1F)S(=O)(=O)Cl